N-(3,4-Dimethoxyphenylethyl)-2-(3,4-dimethoxyphenyl)acetamide COC=1C=C(C=CC1OC)CCNC(CC1=CC(=C(C=C1)OC)OC)=O